tert-butyl (6-((3S)-3-((tertbutoxy carbonyl)amino)butan-2-yl)-7-methylthieno[3,2-c]pyridazin-4-yl)(thiophen-2-ylmethyl)carbamate C(C)(C)(C)OC(=O)N[C@H](C(C)C1=C(C=2N=NC=C(C2S1)N(C(OC(C)(C)C)=O)CC=1SC=CC1)C)C